(R)-N-(4-(trifluoromethoxy)phenyl)-3-(vinylsulfonamido)piperidine-1-carboxamide FC(OC1=CC=C(C=C1)NC(=O)N1C[C@@H](CCC1)NS(=O)(=O)C=C)(F)F